NC1=NC=2C=CC=CC2C2=C1N=C(N2CC(C)O)COCC 1-(4-amino-2-(ethoxymethyl)-1H-imidazo[4,5-C]quinolin-1-yl)-2-propanol